N-tert-butyl-8-(4-cyano-1-methyl-1H-pyrazol-3-yl)-1-(3,5-dimethoxyphenyl)-7-methoxy-N-methyl-1,4-dihydrochromeno[4,3-c]pyrazole-3-carboxamide C(C)(C)(C)N(C(=O)C=1C2=C(N(N1)C1=CC(=CC(=C1)OC)OC)C=1C=C(C(=CC1OC2)OC)C2=NN(C=C2C#N)C)C